1-(1-trityl-1H-imidazol-4-yl)ethanone C(C1=CC=CC=C1)(C1=CC=CC=C1)(C1=CC=CC=C1)N1C=NC(=C1)C(C)=O